OC1=C(C=CC=C1)C1=CC=C(C=C1)C(=O)OC methyl 2'-hydroxybiphenyl-4-carboxylate